bis(6-aminohexyl)carbamic acid NCCCCCCN(C(O)=O)CCCCCCN